phenyl N-(4-bromothiazol-2-yl)carbamate BrC=1N=C(SC1)NC(OC1=CC=CC=C1)=O